C(C1=CC=CC=C1)(=O)NC(N\C(=C/C(=O)OCC)\N[C@@H](C)C1=CC=CC=C1)=O Ethyl (S,Z)-3-(3-benzoylureido)-3-((1-phenylethyl)amino)acrylate